Ethyloxyimino-9H-indeno[1,2-b]pyrazine-2,3-dicarbonitrile C(C)ON=C1CC=CC=2CC=3C(=NC(=C(N3)C#N)C#N)C12